ClC1=C(C(N(C2=CC(=CC=C12)C1CCC1)[C@H]1CS(C=C1)(=O)=O)=O)C(=O)N (R)-4-Chloro-7-cyclobutyl-(1,1-dioxido-2,3-dihydrothiophen-3-yl)-2-oxo-1,2-dihydroquinoline-3-carboxamide